1-(2-(6,6-dimethyltetrahydro-2H-pyran-3-yl)-5-methylphenoxy)-N-((6-((S)-3-hydroxypyrrolidin-1-yl)pyridin-2-yl)sulfonyl)cyclopropane-1-carboxamide CC1(CCC(CO1)C1=C(OC2(CC2)C(=O)NS(=O)(=O)C2=NC(=CC=C2)N2C[C@H](CC2)O)C=C(C=C1)C)C